(S,Z)-(2-(Hydroxymethyl)-4-(methoxyimino)-2-methylpyrrolidin-1-yl)(2'-methyl-[1,1'-biphenyl]-4-yl)methanone OC[C@]1(N(C\C(\C1)=N/OC)C(=O)C1=CC=C(C=C1)C1=C(C=CC=C1)C)C